N1-((S)-7-(4-hydroxybut-1-yn-1-yl)-5-methyl-4-oxo-2,3,4,5-tetrahydrobenzo[b][1,4]oxazepin-3-yl)-N2-(2-phenylpropyl)oxalamide OCCC#CC1=CC2=C(OC[C@@H](C(N2C)=O)NC(C(=O)NCC(C)C2=CC=CC=C2)=O)C=C1